N1C=CC=2C1=NC=C(C2)OC2=C(C(=O)NS(=O)(=O)C1=CC(=C(C=C1)NCC1CCOCC1)[N+](=O)[O-])C=CC(=C2)C2CCC(CC2)N2C(CCC2)C2=C(C=CC=C2)C 2-((1H-pyrrolo[2,3-b]pyridin-5-yl)oxy)-N-((3-nitro-4-(((tetrahydro-2H-pyran-4-yl)methyl)amino)phenyl)sulfonyl)-4-(4-(2-(o-tolyl)pyrrolidin-1-yl)cyclohexyl)benzamide